3-[[(2R)-2,4-bis[[(3R)-3-benzyloxybutanoyl]oxy]-3,3-dimethyl-butanoyl]amino]propyl (3R)-3-benzyloxybutanoate C(C1=CC=CC=C1)O[C@@H](CC(=O)OCCCNC([C@@H](C(COC(C[C@@H](C)OCC1=CC=CC=C1)=O)(C)C)OC(C[C@@H](C)OCC1=CC=CC=C1)=O)=O)C